OC1=C(C=CC=C1)SC1=C(C=CC=C1)O Bis-(hydroxyphenyl)sulfide